S-(3-phenyl-propyl)-N-octadecanoyl-D-methionine dodecyl ester chloride [Cl-].C(CCCCCCCCCCC)OC([C@H](NC(CCCCCCCCCCCCCCCCC)=O)CC[S+](C)CCCC1=CC=CC=C1)=O